4-fluoro-2-(5-(((1R,2R,3S,5S)-2-fluoro-8-azabicyclo[3.2.1]octan-3-yl)(methyl)amino)pyrazin-2-yl)-5-(2-methoxypyridin-4-yl)phenol FC1=CC(=C(C=C1C1=CC(=NC=C1)OC)O)C1=NC=C(N=C1)N(C)[C@@H]1[C@@H]([C@H]2CC[C@@H](C1)N2)F